2-[4-(Hydroxymethyl)cyclohexyl]-7-isopropoxy-N-[2-oxo-1-[(1r,2s)-2-fluorocyclopropyl]-3-pyridinyl]imidazo[1,2-a]pyridine-6-carboxamide OCC1CCC(CC1)C=1N=C2N(C=C(C(=C2)OC(C)C)C(=O)NC=2C(N(C=CC2)[C@H]2[C@H](C2)F)=O)C1